N-(1,1-dioxothietan-3-yl)-2,6-dimethoxy-4-[5-(1-methylpyrazol-4-yl)benzimidazol-1-yl]benzamide O=S1(CC(C1)NC(C1=C(C=C(C=C1OC)N1C=NC2=C1C=CC(=C2)C=2C=NN(C2)C)OC)=O)=O